CN[C@H]1[C@@H](CCCC1)NC (trans)-N,N'-dimethylcyclohexane-1,2-diamine